C(C)(C)(C)C1=C2C(N3CC4=CC=CC=C4C(COC=4C=C(N=C(NS(C(C=C1)=C2)(=O)=O)N4)C4=C(C=CC=C4C)C)C3C)=O tert-butyl-12-(2,6-dimethylphenyl)-25-methyl-15-oxa-8λ6-thia-1,9,11,26-tetraazapentacyclo[15.7.1.13,7.110,14.018,23]heptacosa-3,5,7(27),10,12,14(26),18,20,22-nonaene-2,8,8-trione